CC(C(=O)OC(C)CC(C=C(C=1C(=NC(=NC1C(C)C)N(S(=O)(=O)C)C)C1=CC=C(C=C1)F)C1OCCCO1)OC(C(C)C)=O)C 1,3-Dioxan-2-yl-6-(4-(4-fluorophenyl)-6-isopropyl-2-(N-methylmethylsulfonamido)pyrimidin-5-yl)hex-5-ene-2,4-diyl bis(2-methylpropanoate)